C(C=CC1=CC=CC=C1)(=O)NCCCCNC(\C(=C\C)\C)=O (E)-N-(4-cinnamoylaminobutyl)-2-methylbut-2-enamide